BrC1=CC=C(C=C1)C=1N(C(N(N1)C)=O)CC1=CC=C(C=C1)OC 5-(4-bromophenyl)-4-[(4-methoxyphenyl)methyl]-2-methyl-1,2,4-triazol-3-one